ketocholestanol O=C(C(C)CCC[C@@H](C)[C@H]1CC[C@H]2[C@@H]3CCC4CCCC[C@]4(C)[C@H]3CC[C@]12C)O